3-amino-N-[(3R)-7-[(2R,3S,4R)-4-amino-3-methoxy-2-methylpyrrolidin-1-yl]-3,4-dihydro-2H-1-benzopyran-3-yl]-6-methylthieno[2,3-b]pyridine-2-carboxamide NC1=C(SC2=NC(=CC=C21)C)C(=O)N[C@H]2COC1=C(C2)C=CC(=C1)N1[C@@H]([C@H]([C@@H](C1)N)OC)C